diethyl (2-(piperazin-1-yl)ethyl)phosphonate N1(CCNCC1)CCP(OCC)(OCC)=O